5-[(2R,6S)-2-Methyl-6-[[4-[(7R)-7-methyl-6,7-dihydro-5H-pyrrolo[3,4-b]pyridin-3-yl]piperazin-1-yl]methyl]morpholin-4-yl]chinolin-8-carbonitril C[C@@H]1CN(C[C@@H](O1)CN1CCN(CC1)C=1C=C2C(=NC1)[C@H](NC2)C)C2=C1C=CC=NC1=C(C=C2)C#N